FC(CN1[C@@H](C=2NC3=CC=CC=C3C2C[C@H]1C)C1=CN=C(S1)C[C@H]1CN(CC1)CCCF)(C)C 5-((1S,3R)-2-(2-Fluoro-2-methylpropyl)-3-methyl-2,3,4,9-tetrahydro-1H-pyrido[3,4-b]indol-1-yl)-2-(((S)-1-(3-fluoropropyl)pyrrolidin-3-yl)methyl)thiazole